C(#N)C=1C=C2C(=NN(C2=CC1)C)N(C(C#CC)=O)C1=C(C=C(C(=C1)C)I)C1CC1 N-(5-cyano-1-methylindazol-3-yl)-N-(2-cyclopropyl-4-iodo-5-methylphenyl)but-2-ynamide